(6-(Aminomethyl)-7-ethoxy-1-(2-(5-methoxy-1H-indol-3-yl)ethyl)-3,4-dihydroisoquinolin-2(1H)-yl)(morpholinyl)methanone sodium 4-aminophenylarsonate NC1=CC=C(C=C1)[As]([O-])([O-])=O.[Na+].NCC=1C=C2CCN(C(C2=CC1OCC)CCC1=CNC2=CC=C(C=C12)OC)C(=O)N1CCOCC1.[Na+]